COC=1C=C(CNC(=O)C2=NNC=N2)C=CC1OC N-(3,4-dimethoxybenzyl)-1H-1,2,4-triazole-3-carboxamide